6-bromo-1-(2-(3-(2-fluoroethyl)azetidin-1-yl)-2-oxoethyl)-3-trityl-1,3-dihydro-2H-imidazo[4,5-b]pyridin-2-one BrC=1C=C2C(=NC1)N(C(N2CC(=O)N2CC(C2)CCF)=O)C(C2=CC=CC=C2)(C2=CC=CC=C2)C2=CC=CC=C2